4-chloro-2-methyl-5,8-dihydro-1H-pyrano[3,4-d]pyridazine-1,7(2H)-dione ClC1=NN(C(C2=C1COC(C2)=O)=O)C